ClC1=CN=C(S1)C=1C=C(C(=O)N[C@H](C)C=2C=NC(=NC2)C(F)(F)F)C=C(C1)OC[C@H]1CN(CCO1)C 3-(5-chloro-1,3-thiazol-2-yl)-5-{[(2R)-4-methylmorpholin-2-yl]methoxy}-N-{(1R)-1-[2-(trifluoromethyl)pyrimidin-5-yl]ethyl}benzamide